2-isocyanatomethyl-2-(3-isocyanatopropyl)-heptane N(=C=O)CC(C)(CCCCC)CCCN=C=O